tert-butyl (R)-4-(3-fluoro-5-(trifluoromethyl)pyridin-2-yl)-3-(mercaptomethyl)piperazine-1-carboxylate FC=1C(=NC=C(C1)C(F)(F)F)N1[C@H](CN(CC1)C(=O)OC(C)(C)C)CS